Cl.C(C)(=O)N[C@@H](CS)C(=O)O N-acetyl-cysteine, hydrochloride